O1COC2=C1C=CC(=C2)C(C)N2CCN(CC2)C=2SC=C(N2)C(C)C 2-(4-(1-(benzo[d][1,3]dioxol-5-yl)ethyl)piperazin-1-yl)-4-isopropylthiazole